1,5-difluoropenta-1,3-diene FC=CC=CCF